BrC1=CC=C(CC2CNCC2)C=C1 3-(4-bromobenzyl)pyrrolidine